BrC1=CC=C(C=N1)C(=CC(=O)OCC)C(F)(F)F ethyl 3-(6-bromopyridin-3-yl)-4,4,4-trifluorobut-2-enoate